N=N[C@@H](CCC(N)=O)C(=O)O iminoglutamine